3-phenyl-4-nitro-butan-1-one C1(=CC=CC=C1)C(CC=O)C[N+](=O)[O-]